ethyl 1-{4-[5-(trifluoromethyl)-1,2,4-oxadiazol-3-yl]benzyl}-1H-pyrazole-4-carboxylate FC(C1=NC(=NO1)C1=CC=C(CN2N=CC(=C2)C(=O)OCC)C=C1)(F)F